2-{6-azaspiro[2.5]oct-6-yl}-N-{3',4'-dihydro-1'H-spiro[cyclopropan-1,2'-naphthalene]-5'-yl}-4-iodobenzamide C1CC12CCN(CC2)C2=C(C(=O)NC1=C3CCC4(CC3=CC=C1)CC4)C=CC(=C2)I